BrCC(C)=O Bromopropane-2-one